FC=1C=C(C=NC1N[C@@H]1C[C@H](CC1)N\C(=N\O)\N)N1C(C=CC=C1)=O (E)-1-((1S,3S)-3-((5'-fluoro-2-oxo-2H-[1,3'-bipyridyl]-6'-yl)amino)cyclopentyl)-2-hydroxyguanidine